NC1=NN=C(S1)NC=1NC=2N(C(C1C1=CC=C(C=C1)OC)=O)N=C(C2C2=CC=CC=C2)C2=CC=CC=C2 5-((5-amino-1,3,4-thiadiazol-2-yl)amino)-6-(4-methoxyphenyl)-2,3-diphenylpyrazolo[1,5-a]pyrimidin-7(4H)-one